(R)-N4-(2-(2-fluorophenyl)pyridin-4-yl)-7-((1-methylpyrrolidin-3-yl)oxy)quinazoline-4,6-diamine FC1=C(C=CC=C1)C1=NC=CC(=C1)NC1=NC=NC2=CC(=C(C=C12)N)O[C@H]1CN(CC1)C